tert-butyl N-[4-(4-fluorophenyl)-2-[[6-(methylsulfonimidoyl)thieno[3,2-c]pyridine-2-carbonyl]amino]phenyl]carbamate FC1=CC=C(C=C1)C1=CC(=C(C=C1)NC(OC(C)(C)C)=O)NC(=O)C1=CC=2C=NC(=CC2S1)S(=O)(=N)C